FC(C=1C(=CN(C(C1)=O)C)C(=O)NC1=C(C=C(C(=C1)C=1C=NC(=CC1)N1C[C@H](O[C@H](C1)C)C)F)N1C[C@@H](N(CC1)C)C)F |r| 4-(difluoromethyl)-N-[4-fluoro-5-[6-[rac-(2R,6S)-2,6-dimethylmorpholin-4-yl]pyridin-3-yl]-2-[rac-(3S)-3,4-dimethylpiperazin-1-yl]phenyl]-1-methyl-6-oxopyridine-3-carboxamide